3-(((5-chloro-3-(difluoromethyl)-1-ethyl-1H-pyrazol-4-yl)methyl)thio)-5-ethyl-5-methyl-4,5-dihydroisoxazole ClC1=C(C(=NN1CC)C(F)F)CSC1=NOC(C1)(C)CC